C(C)(C)(C)OC(=O)N1CC(C1)N1CCC(CC1)N1CCC(CC1)N1N=C(C=2C1=NC=NC2N)C2=CC(=C(C=C2)OC2=CC=CC=C2)F 3-(4-(4-amino-3-(3-fluoro-4-phenoxyphenyl)-1H-pyrazolo[3,4-d]pyrimidin-1-yl)-[1,4'-bipiperidine]-1'-yl)azetidine-1-carboxylic acid tert-butyl ester